FC=1C(=C2C(=C(N(C2=CC1)C1=CC=C(C=C1)F)C(COC)(C)COC)C1=CC=C(C(=O)O)C=C1)O 4-[5-fluoro-1-(4-fluorophenyl)-4-hydroxy-2-[2-methoxy-1-(methoxymethyl)-1-methyl-ethyl]indol-3-yl]benzoic acid